C(C)(=O)N1CC2C(C1)CC(O2)C(=O)N2C(CC(C2)F)C(=O)NC(C2=CC=C(C=C2)C(C)C)C2=CC=CC=C2 1-{5-acetyl-hexahydro-2H-furo[2,3-c]pyrrole-2-carbonyl}-4-fluoro-N-{phenyl-[4-(propan-2-yl)phenyl]methyl}pyrrolidine-2-carboxamide